CC(CCC(C(=O)O)=C(C)N)C(C(=O)O)=C(C)N 1-methyl-1,3-propylenedi(3-amino-2-butenoic acid)